2,6,8,12-hexadectetraenoic acid C(C=CCCC=CC=CCCC=CCCC)(=O)O